2,9-dioxadecane COCCCCCCOC